1-azacycloheptadiene-2,2-diphosphonic acid N=1C(C=CCCC1)(P(O)(=O)O)P(O)(=O)O